3-fluoro-3-methyl-4-oxopiperidine-1-carboxylic acid tert-butyl ester C(C)(C)(C)OC(=O)N1CC(C(CC1)=O)(C)F